6,9,12,15-tetraoxa-3-azaoctadecan-18-oate CCNCCOCCOCCOCCOCCC(=O)[O-]